CS(=O)(=O)C=1C=CC=C(C1)O 5-methanesulfonylphenol